C(C)C1=CC=C(C=N1)C(C)O 1-(6-ethylpyridin-3-yl)ethan-1-ol